CNCCC1=CC(OC)=C(OC)C=C1 N-Methylhomoveratrylamine